CC=1C=C(C=2C(C=3CC[C@H](CC3OC2C1)C)(C)C)O (6R)-3,6,9,9-Tetramethyl-5,6,7,8-tetrahydroxanthen-1-ol